zirconium triisobutoxide methoxide C[O-].CC(C)C[O-].CC(C)C[O-].CC(C)C[O-].[Zr+4]